triethoxy-1-propen-1-ylsilane C(C)O[Si](C=CC)(OCC)OCC